ClC1=C(C=CC(=C1C(=O)O)I)C1=CC=CC=C1 2-chloro-4-iodo-[1,1'-biphenyl]-3-carboxylic acid